FC(C(=O)N1CC(C1)N1C(N(C=2C1=NC=C(C2)C)C2=CC=C(C=C2)C(F)(F)F)=O)=C 3-(1-(2-fluoroacryloyl)azetidin-3-yl)-6-methyl-1-(4-(trifluoromethyl)phenyl)-1,3-dihydro-2H-imidazo[4,5-b]pyridin-2-one